C(CCCCCCCCCCCCCCC)=O hexadecan-1-al